eicosane-3,15-diol CCC(CCCCCCCCCCCC(CCCCC)O)O